Benzyl (S)-valinate N[C@@H](C(C)C)C(=O)OCC1=CC=CC=C1